2-({6-[(1,3-Benzothiazol-2-yl)amino]-4-methyl-5-(propan-2-yl)pyridazin-3-yl}amino)-1,3-thiazole-4-carboxylic acid S1C(=NC2=C1C=CC=C2)NC2=C(C(=C(N=N2)NC=2SC=C(N2)C(=O)O)C)C(C)C